Cl.FC=1C=C(C=NC1)C1[C@@H](C1)N (1R)-2-(5-fluoro-3-pyridyl)cyclopropanamine hydrochloride salt